N-behenoyl-L-tyrosine methyl ester COC([C@@H](NC(CCCCCCCCCCCCCCCCCCCCC)=O)CC1=CC=C(C=C1)O)=O